C(#C)C1=C(C=2NC=3C=C(C=CC3C2N=C1)C#N)NC(C)C 3-Ethynyl-4-(isopropylamino)-5H-pyrido[3,2-b]indole-7-carbonitrile